FC(C1=NC(=CC(=C1)C=1C=NN(C1)C1=C(C=C(C=C1)NS(=O)(=O)CC(=O)OC)N1CCC2(CC2)CC1)N1CCC(CC1)(F)F)F methyl 2-(N-(4-(4-(2-(difluoromethyl)-6-(4,4-difluoropiperidin-1-yl)pyridin-4-yl)-1H-pyrazol-1-yl)-3-(6-azaspiro[2.5]octan-6-yl)phenyl)sulfamoyl)acetate